1-[(3S)-6-fluoro-3-methyl-8-[5-(trifluoromethyl)-1,2,4-oxadiazol-3-yl]-3,5-dihydro-2H-1,4-benzoxazepin-4-yl]-2-methylpropan-1-one FC1=CC(=CC2=C1CN([C@H](CO2)C)C(C(C)C)=O)C2=NOC(=N2)C(F)(F)F